NC=1C(=C(C=C2C=C(N=CC12)NC(=O)C1C(C1C1=CC=NN1)C)C=1C=NC=CC1C)F trans-N-(8-amino-7-fluoro-6-(4-methylpyridin-3-yl)isoquinolin-3-yl)-2-methyl-3-(1H-pyrazol-5-yl)cyclopropane-1-carboxamide